tert-butyl 2-[4-[(benzyl oxy)methyl]-2-[3,5-dichloro-4-[(5-isopropyl-6-oxo-1H-pyridazin-3-yl)oxy]-phenyl]-3,5-dioxo-1,2,4-triazin-6-yl]-2-cyanoacetate C(C1=CC=CC=C1)OCN1C(N(N=C(C1=O)C(C(=O)OC(C)(C)C)C#N)C1=CC(=C(C(=C1)Cl)OC1=NNC(C(=C1)C(C)C)=O)Cl)=O